(1-methoxy-1-oxopropan-2-yl)pyrrolidine-1-carboxylic acid tert-butyl ester C(C)(C)(C)OC(=O)N1C(CCC1)C(C(=O)OC)C